OC=1C=C(C2=CC=CC=C2C1)C1C(CC=2C(=NC=NC2C1)N1CCN(CC1)C(C=C)=O)C 1-(4-(7-(3-hydroxynaphthalen-1-yl)-6-methyl-5,6,7,8-tetrahydroquinazolin-4-yl)piperazin-1-yl)prop-2-en-1-one